3-(1,2,3,6-tetrahydropyridin-4-yl)-1H-indole-2,4,5,6,7-d5 N1CCC(=CC1)C1=C(NC2=C(C(=C(C(=C12)[2H])[2H])[2H])[2H])[2H]